C1(CC1)C(C)OC=1C=CC(=NC1)N 5-(1-cyclopropylethoxy)pyridin-2-amine